Cl.FC1=CC(=CC2=C1N=C(S2)N([C@@H]2C[C@@H](NCC2)C)C)C=2C=CC=1N(N2)C=C(N1)C 4-fluoro-N-methyl-6-(2-methylimidazo[1,2-b]pyridazin-6-yl)-N-[(2s,4s)-2-methylpiperidin-4-yl]-1,3-benzothiazol-2-amine hydrochloride